N-(3-chlorobenzyl)-2-(4-(2-(dimethylamino)ethyl)piperazin-1-yl)-6-(1H-pyrazol-4-yl)quinazolin-4-amine ClC=1C=C(CNC2=NC(=NC3=CC=C(C=C23)C=2C=NNC2)N2CCN(CC2)CCN(C)C)C=CC1